3-ethynyl-4-methyl-N-[1-(2-morpholinoethyl)pyrazol-3-yl]benzamide C(#C)C=1C=C(C(=O)NC2=NN(C=C2)CCN2CCOCC2)C=CC1C